C(C)(C)(C)NC(=O)NC=1C=NC2=CC=CC=C2C1 1-tert-butyl-3-quinolin-3-ylurea